C1(=CC=CC=C1)C1CCC(CC1)CN (4-phenylcyclohexyl)methylamine